2-(4-methoxybenzyl)-2H-tetrazol-5-yl(phenyl(sulfonyl)propan-2-yl)carbamate COC1=CC=C(CN2N=C(N=N2)N(C([O-])=O)C(C)CS(=O)(=O)C2=CC=CC=C2)C=C1